bis(10-hydroxybenzo[h]quinolinyl)-beryllium OC1=CC=CC2=CC=C3C=CC(=NC3=C21)[Be]C2=NC1=C3C(=CC=C1C=C2)C=CC=C3O